ditert-butyl (3S,6S)-8,13,17-trimethyl-7-oxo-2,5,8,13,14,17,22-heptazatetracyclo[16.3.1.13,6.012,16]tricosa-1(21),12(16),14,18(22),19-pentaene-2,5-dicarboxylate CN1C([C@H]2N(C[C@@H](N(C3=CC=CC(N(C=4C=NN(C4CCC1)C)C)=N3)C(=O)OC(C)(C)C)C2)C(=O)OC(C)(C)C)=O